[2-(difluoromethoxy)-4-methylpyridin-3-yl]methanol FC(OC1=NC=CC(=C1CO)C)F